C(C)(C)(C)C1CCN(CC1)C(=O)NC1=CC(=C(C=C1)N1C=NC(=C1)C(C)(C)C)C=1N=NN(N1)C(C1=CC=CC=C1)(C1=CC=CC=C1)C1=CC=CC=C1 4-(tert-butyl)-N-(4-(4-(tert-butyl)-1H-imidazol-1-yl)-3-(2-trityl-2H-tetrazol-5-yl)phenyl)piperidine-1-carboxamide